C1(CCCC1)N1CC(C2=NC(=CC=C21)C(=O)N2C(CNCC2)(C)C)(C)C 4-(1-cyclopentyl-3,3-dimethyl-2,3-dihydro-1H-pyrrolo[3,2-b]pyridine-5-carbonyl)-3,3-dimethylpiperazin